N-(2-fluoro-6-nitrophenyl)morpholine-4-sulfonamide FC1=C(C(=CC=C1)[N+](=O)[O-])NS(=O)(=O)N1CCOCC1